C(C)C1=NNC2=CC=C(C=C12)C1=CN=C2N1C=C(C=C2)N2C[C@@H](O[C@@H](C2)C)C (2S,6R)-4-(3-(3-ethyl-1H-indazol-5-yl)imidazo[1,2-a]pyridin-6-yl)-2,6-dimethylmorpholine